6-chloro-4-fluoro-5-methyl-1-(tetrahydro-2H-pyran-2-yl)-1H-indazole ClC1=C(C(=C2C=NN(C2=C1)C1OCCCC1)F)C